C(\C=C\C)OC1=NN=C(S1)NC(C1=CN=C(C=C1C1=C(C(=CC=C1OC)Cl)F)C)=O (E)-N-(5-(but-2-en-1-yloxy)-1,3,4-thiadiazol-2-yl)-4-(3-chloro-2-fluoro-6-methoxyphenyl)-6-methylnicotinamide